1-allyl-3-allylimidazolium bromonium [BrH2+].C(C=C)N1C=[N+](C=C1)CC=C